ClC1=C(OC=2C=C3C(=CN(C3=CC2)S(=O)(=O)C2=CC=C(C=C2)C)C(=C)C(F)(F)F)C(=CC(=C1)[N+](=O)[O-])Cl 5-(2,6-dichloro-4-nitrophenoxy)-1-(4-methylbenzene-sulfonyl)-3-(3,3,3-trifluoroprop-1-en-2-yl)indole